C(#N)C=1C(N(C=CC1)C=1C=NC(=CC1)N[C@@H]1C[C@H](CC1)NC=1N=NC(=CN1)C(=O)NC1COC1)=O 3-(((1S,3S)-3-((3-Cyano-2-oxo-2H-[1,3'-bipyridin]-6'-yl)amino)cyclopentyl)amino)-N-(oxetan-3-yl)-1,2,4-triazine-6-carboxamide